ClC1=NC(=C(C=C1C#N)F)C1=CN=C2N1N=C(C(=C2)OC)C2(COC2)C 2-chloro-5-fluoro-6-[7-methoxy-6-(3-methyloxetan-3-yl)imidazo[1,2-b]pyridazin-3-yl]pyridine-3-carbonitrile